N-((1'S,2'R,3'S)-2'-(hydroxymethyl)-5'-phenyl-3',4'-dihydro-[1,1':3',1''-terphenyl]-1'(2'H)-yl)-P,P-diphenylphosphinic amide OC[C@H]1[C@@](C=C(C[C@@H]1C1=CC=CC=C1)C1=CC=CC=C1)(C1=CC=CC=C1)NP(=O)(C1=CC=CC=C1)C1=CC=CC=C1